CC=1C(=C(C2=CC=CC=C2C1)C)C dimethylmethylnaphthalene